ClC1=CC=C(C(=O)NNC(=O)C2=CC=C(C(=O)N(C3=CC(=C(C(=C3)OC)OC)OC)CC3=CC=C(C=C3)OC)C=C2)C=C1 4-(2-(4-chlorobenzoyl)hydrazine-1-carbonyl)-N-(4-methoxybenzyl)-N-(3,4,5-trimethoxyphenyl)benzamide